2-(4-n-pentylcyclohexyl)propane-1,3-diol ditosylate S(=O)(=O)(C1=CC=C(C)C=C1)OCC(COS(=O)(=O)C1=CC=C(C)C=C1)C1CCC(CC1)CCCCC